N-(4-trifluoromethoxybenzyl)-N-methylpentane-1-amine FC(OC1=CC=C(CN(CCCCC)C)C=C1)(F)F